C(#CCCCCCC)[C@@]1(C[C@H](O)[C@@H](CO)O1)N1C(=O)NC(=O)C=C1 octynyl-deoxyuridine